OC(CN(CC(CCCCCCCCCC)O)CCCOC(C1=CC=CC=C1)(C1=CC=CC=C1)C1=CC=CC=C1)CCCCCCCCCC 1-[(2-hydroxydodecyl)[3-(triphenylmethoxy)propyl]amino]dodecan-2-ol